ClC=1C=C(C=C(C1OC=1C=C2CCN(C(C2=CC1)=O)CC1CCOCC1)Cl)N1N=CC(NC1=O)=O (3,5-dichloro-4-((1-oxo-2-((tetrahydro-2H-pyran-4-yl)methyl)-1,2,3,4-tetrahydroisoquinolin-6-yl)oxy)phenyl)-1,2,4-triazine-3,5(2H,4H)-dione